C1(CCCC1)C=1C(=CC(=C(C(=O)NC2=CC(=NC=C2)OC)C1)OC1=C(C=C(C=C1)F)C)C(F)(F)F 5-Cyclopentyl-2-(4-fluoro-2-methylphenoxy)-N-(2-methoxypyridin-4-yl)-4-(trifluoromethyl)benzamide